FC1=C(C=CC(=C1)F)CNC(=O)C=1C(C(=C2N(C[C@@H]3N(C2=O)[C@H](CO3)CC)C1)OCC1=CC=CC=C1)=O (3S,11aR)-N-[(2,4-difluorophenyl)methyl]-3-ethyl-5,7-dioxo-6-[(phenylmethyl)oxy]-2,3,5,7,11,11a-hexahydro[1,3]oxazolo[3,2-a]pyrido[1,2-d]pyrazine-8-carboxamide